2-methylhex-1-en CC(=C)CCCC